N-(4-(piperazin-1-yl)phenyl)thieno[3,2-c]pyridin-6-amine N1(CCNCC1)C1=CC=C(C=C1)NC1=CC2=C(C=N1)C=CS2